C1C(CCCCCCCCCC)O1 1-Dodecene oxide